4,5-dihydroxy-1,3-dimethyl-2-imidazolidinone OC1N(C(N(C1O)C)=O)C